C1(CC1)NC(=O)C=1C(N(C=2N(C1O)N=CC2C(=O)O)CC(C)C)=O 6-(cyclopropylcarbamoyl)-7-hydroxy-4-isobutyl-5-oxo-4,5-dihydropyrazolo[1,5-a]pyrimidine-3-carboxylic acid